(±)-4-((4-(4-((2,6-Dioxopiperidin-3-yl)amino)phenyl)piperidin-1-yl)methyl)piperidine-1-carboxylic acid tert-butyl ester C(C)(C)(C)OC(=O)N1CCC(CC1)CN1CCC(CC1)C1=CC=C(C=C1)N[C@H]1C(NC(CC1)=O)=O |r|